(-)-(5R)-5-isopropenyl-2-methyl-2-cyclohexen-1-one C(=C)(C)[C@@H]1CC=C(C(C1)=O)C